N1=CNC=2C1=C1N=CC=NC1=CC2 3H-imidazo[4,5-f]quinoxaline